CCN(CC)CCOC1=CC2=C(C=C1)C3=C(C2=O)C=C(C=C3)OCCN(CC)CC.Cl.Cl The molecule is the dihydrochloride salt of tilorone. It is used as an antiviral drug to treat influenza, herpes infection, viral hepatitis, acute respiratory viral infections and SARS. It has a role as an anti-inflammatory agent, an antineoplastic agent, an interferon inducer, a nicotinic acetylcholine receptor agonist and an antiviral drug. It contains a tilorone(2+).